The molecule is an oxoicosatetraenoic acid having a 12-oxo group; and (5Z)-, (8Z), (10E)- and (14Z)-double bonds. It has a role as a mouse metabolite. It derives from an icosa-5,8,10,14-tetraenoic acid. It is a conjugate acid of a 12-oxo-ETE(1-). CCCCC/C=C\\CC(=O)/C=C/C=C\\C/C=C\\CCCC(=O)O